CN1C(C(CCC1(C)C)C(CCCC(=O)O)CCCCC(=O)O)(C)C.C[Si](C1=C(C=CC=C1)C(=C)C)(OCCCC)C dimethylbutoxy(2-isopropenylphenyl)silane 5-(1,2,2,6,6-pentamethylpiperidyl)-sebacate